C12C(C3CC(CC(C1)C3)C2)NC(CN2C(C(=CC=C2)NC([C@H](CCC(C(=O)NC)=O)NC(=O)[C@H]2CNCCC2)=O)=O)=O (S)-N1-(1-(2-(2-adamantylamino)-2-oxoethyl)-2-oxo-1,2-dihydropyridin-3-yl)-N6-methyl-5-oxo-2-((R)-piperidine-3-carboxamido)hexanediamide